5-(Hydroxymethyl)-6,7-dihydro-5H-pyrrolo[2,1-c][1,2,4]triazole OCC1CCC2=NN=CN21